CC[C@@H]1[C@@H]([C@@H]([C@H](C(=O)[C@@H](C[C@@]([C@@H]([C@H]([C@@H]([C@H](C(=O)O1)C)O[C@H]2C[C@@]([C@H]([C@@H](O2)C)O)(C)OC)C)O[C@H]3[C@@H]([C@H](C[C@H](O3)C)N(C)C)O)(C)O)C)C)O)C The molecule is an erythromycin that consists of erythronolide B having 2,6-dideoxy-3-C-methyl-3-O-methyl-alpha-L-ribo-hexopyranosyl and 3,4,6-trideoxy-3-(dimethylamino)-beta-D-xylo-hexopyranosyl residues attahced at positions 4 and 6 respectively. It derives from an erythronolide B.